(2R,1'S,3'S)-3-(2-cyclopentyl-2-phenyl-2-hydroxyacetoxy)-1-(methoxycarbonylmethyl)-1-methylpyrrolidinium bromide [Br-].C1(CCCC1)[C@@](C(=O)OC1C[N+](CC1)(C)CC(=O)OC)(O)C1=CC=CC=C1